N1CCC(CC1)CN[C@H]1[C@@H](C1)C=1C=C2CCN(C2=CC1)S(=O)(=O)C(F)(F)F trans-N-(piperidin-4-ylmethyl)-2-(1-(trifluoromethanesulfonyl)indolin-5-yl)cyclopropylamine